tris(8-carboxyquinoline) aluminum [Al].C(=O)(O)C=1C=CC=C2C=CC=NC12.C(=O)(O)C=1C=CC=C2C=CC=NC12.C(=O)(O)C=1C=CC=C2C=CC=NC12